C(C)OC(=O)C=1OC2=C(C1C)C=C(C=C2)S(N(CCC2=CC=CC=C2)CC2=CC1=CC=CC=C1C=C2)(=O)=O 3-Methyl-5-(N-(naphthalen-2-ylmethyl)-N-phenethylsulfamoyl)benzofuran-2-carboxylic acid ethyl ester